2-cyclopropyl-2-hydroxyacetamide C1(CC1)C(C(=O)N)O